COC(C[C@H](C#CC)C1=CC=C(C=C1)O[C@H](C)CCC)=O |&1:15| (3S)-3-{4-[(2R/S)-pent-2-yloxy]Phenyl}-hex-4-ynoic acid methyl ester